(E)-1-(2,2-dimethyl-6-methylidenecyclohexyl)but-2-en-1-one CC1(C(C(CCC1)=C)C(\C=C\C)=O)C